4-{2-[1-(3,4-dichlorophenyl)-4,5-dimethyl-1H-pyrazol-3-yloxy]ethyl}morpholine ClC=1C=C(C=CC1Cl)N1N=C(C(=C1C)C)OCCN1CCOCC1